C(C)(C)N1N=C(C(=C1)C1=CC2=C(C(N(C=C2B2OC(C(O2)(C)C)(C)C)C)=O)N1S(=O)(=O)C1=CC=C(C)C=C1)C 2-(1-isopropyl-3-methyl-1H-pyrazol-4-yl)-6-methyl-4-(4,4,5,5-tetramethyl-1,3,2-dioxaborolan-2-yl)-1-tosyl-1,6-dihydro-7H-pyrrolo[2,3-c]pyridin-7-one